ortho-Xylene C=1(C(=CC=CC1)C)C